(R)-(1-(3-(3-(3-(tert-butylamino)-2-cyano-3-oxoprop-1-en-1-yl)phenoxy)propanamido)-2-phenylethyl)boronic acid C(C)(C)(C)NC(C(=CC=1C=C(OCCC(=O)N[C@@H](CC2=CC=CC=C2)B(O)O)C=CC1)C#N)=O